(4S,5S)-(+)-O-[1-Benzyl-1-(5-methyl-2-phenyl-4,5-dihydrooxazol-4-yl)-2-phenylethyl] (dicyclohexylphosphinite) C1(CCCCC1)P(OC(CC1=CC=CC=C1)([C@H]1N=C(O[C@H]1C)C1=CC=CC=C1)CC1=CC=CC=C1)C1CCCCC1